(1,8-naphthyridin-4-yl)methanone N1=CC=C(C2=CC=CN=C12)C=O